2-Furfurylmercaptan C1=COC(=C1)CS